COCOCCN1N=C(C2=CC(=CC=C12)N1C(NC2=C1C=CC=C2)=O)C 1-(1-(2-(methoxymethoxy)ethyl)-3-methyl-1H-indazol-5-yl)-1H-benzo[d]imidazol-2(3H)-one